5-(4-Cyano-2-trifluoromethoxyphenyl)-6,7-dihydro-5H-pyrrolo[1,2-c]imidazole-5-carboxylic acid methyl ester COC(=O)C1(CCC=2N1C=NC2)C2=C(C=C(C=C2)C#N)OC(F)(F)F